CC=1C(=NN(C1)COCC[Si](C)(C)C)C=1C(=NC=CC1)COC1CCC(CC1)O 4-((3-(4-methyl-1-((2-(trimethylsilyl)ethoxy)methyl)-1H-pyrazol-3-yl)pyridin-2-yl)methoxy)cyclohexan-1-ol